6-[3-(Difluoromethoxy)-4-fluoro-phenyl]pyrazolo[4,3-b]pyridin FC(OC=1C=C(C=CC1F)C=1C=C2C(=NC1)C=NN2)F